O1CC[C@H](C2=CC=CC=C12)NC(=O)[C@@H]1CC[C@H]2N1C([C@H](CN(CC2)CC(C)(F)F)NC([C@H](C)N(C(OC(C)(C)C)=O)C)=O)=O tert-butyl ((S)-1-(((5S,8S,10aR)-8-(((R)-chroman-4-yl)carbamoyl)-3-(2,2-difluoropropyl)-6-oxodecahydropyrrolo[1,2-a][1,5]diazocin-5-yl)amino)-1-oxopropan-2-yl)(methyl)carbamate